5-Fluoro-4-[3-(hydroxymethyl)-4-methyl-5-oxo-4,5-dihydro-1H-1,2,4-triazol-1-yl]-N-(2-methoxy-4-methylpyridin-3-yl)-2-[(2S)-pent-2-yloxy]benzamide FC=1C(=CC(=C(C(=O)NC=2C(=NC=CC2C)OC)C1)O[C@@H](C)CCC)N1N=C(N(C1=O)C)CO